ClC=1C=NC2=CC=C(N=C2C1C=1C=NN(C1)C1CCN(CC1)CCO)N1[C@H](C[C@@H](C1)F)C1=C(C=CC(=C1)F)F 2-(4-(4-(3-chloro-6-((2R,4S)-2-(2,5-difluorophenyl)-4-fluoropyrrolidin-1-yl)-1,5-naphthyridin-4-yl)-1H-pyrazol-1-yl)piperidin-1-yl)ethan-1-ol